ClC=1C(=NSC1NC1=NC=C(C(=N1)NC)C(F)(F)F)C1CC1 N2-(4-chloro-3-cyclopropylisothiazol-5-yl)-N4-methyl-5-(trifluoromethyl)pyrimidine-2,4-diamine